tert-butyl (+)-4-amino-3,3-difluoropyrrolidine-1-carboxylate NC1C(CN(C1)C(=O)OC(C)(C)C)(F)F